FC1([C@H]([C@@H]1C=C)C(=O)O)F |r| rac-(1r,3s)-2,2-difluoro-3-vinylcyclopropane-1-carboxylic acid